1,1-dimethylpyrrolidinium fluoride [F-].C[N+]1(CCCC1)C